NC1=NC(N(C=C1F)[C@@H]1CS[C@@H](O1)CO)=O |r| (±)-cis-4-amino-5-fluoro-1-[2-(hydroxymethyl)-1,3-oxathiolan-5-yl]-2(1H)-pyrimidinone